ClC1=C(C=C(C=C1)C1=NN(CO1)[C@@H]1CC[C@H](CC1)NC(=O)C1=NC2=CC=C(C=C2C=C1)Cl)F trans-5-(4-chloro-3-fluorophenyl)-N-(4-(6-chloroquinoline-2-carboxamido)cyclohexyl)-1,3,4-oxadiazole